N-(4-(4-amino-5-(3-fluoro-4-((4-methyl-1H-pyrazol-1-yl)methyl)phenyl)-7-methyl-7H-pyrrolo[2,3-d]pyrimidin-6-yl)phenyl)methacrylamide NC=1C2=C(N=CN1)N(C(=C2C2=CC(=C(C=C2)CN2N=CC(=C2)C)F)C2=CC=C(C=C2)NC(C(=C)C)=O)C